2-(((tert-butyldimethylsilyl)oxy)methyl)cyclohexane-1-ol [Si](C)(C)(C(C)(C)C)OCC1C(CCCC1)O